2-(2-(2-(2-methoxyethoxy)ethoxy)ethylamino)phenethylcarbamic acid tert-butyl ester C(C)(C)(C)OC(NCCC1=C(C=CC=C1)NCCOCCOCCOC)=O